C1=CC=CC=2C3=CC=CC=C3C(C12)COC(=O)N[C@H](C(=O)O)CC1=CC(=CC=C1)C(=O)OC (S)-2-((((9H-fluoren-9-yl)methoxy)carbonyl)amino)-3-(3-(methoxycarbonyl)phenyl)propanoic acid